N1=CC(=CC=C1)COC=1C=C2CCN3C(C2=CC1)=CC(=NC3=O)OCC3OCCC3 9-(Pyridin-3-ylmethoxy)-2-(tetrahydro-furan-2-ylmethoxy)-6,7-dihydro-pyrimido[6,1-a]isoquinolin-4-one